(R)-N-(2-(4-(4-cyclopropylpiperazin-1-yl)piperidin-1-yl)-5-((6-(3-(3,5-difluorophenyl)isoxazolidin-2-yl)pyrimidin-4-yl)amino)-4-methoxyphenyl)acrylamide C1(CC1)N1CCN(CC1)C1CCN(CC1)C1=C(C=C(C(=C1)OC)NC1=NC=NC(=C1)N1OCC[C@@H]1C1=CC(=CC(=C1)F)F)NC(C=C)=O